methyl 3-(4-(3,7-dimethyldibenzo[b,f][1,4]oxazepin-11-yl) piperazin-1-yl)-2,2-dimethylpropionate CC1=CC2=C(C(=NC3=C(O2)C=C(C=C3)C)N3CCN(CC3)CC(C(=O)OC)(C)C)C=C1